(3S,6S)-8,13,17-trimethyl-2,5,8,13,14,17,22-heptazatetracyclo[16.3.1.13,6.012,16]tricosa-1(21),12(16),14,18(22),19-pentaen-7-one CN1C([C@H]2NC[C@@H](NC3=CC=CC(N(C=4C=NN(C4CCC1)C)C)=N3)C2)=O